3-((2-amino-5-(isothiazol-4-yl)pyridin-3-yl)ethynyl)-N-(4-chloro-3-trifluoromethylphenyl)-4-methylbenzamide NC1=NC=C(C=C1C#CC=1C=C(C(=O)NC2=CC(=C(C=C2)Cl)C(F)(F)F)C=CC1C)C=1C=NSC1